CN1C(C2=C(C(=C1)C=1C=C(C=CC1OC=1C=NC=CC1)NS(=O)(=O)C)C=CN2)=O N-[3-(6-methyl-7-oxo-6,7-dihydro-1H-pyrrolo[2,3-c]pyridin-4-yl)-4-(pyridin-3-yloxy)phenyl]methanesulfonamide